C(C)(C)(C)OC(=O)N1C[C@@H](CCC1)OCC1=CC=CC=C1 (R)-3-(benzyloxy)piperidine-1-carboxylic acid tert-butyl ester